4-((tert-Butoxycarbonyl)amino)-2-fluorobenzoic acid methyl ester COC(C1=C(C=C(C=C1)NC(=O)OC(C)(C)C)F)=O